(1-(2-ethyl-2H-indazol-6-yl)-1H-1,2,3-triazol-4-yl)methanol C(C)N1N=C2C=C(C=CC2=C1)N1N=NC(=C1)CO